ClC1=CC(=C2C(=N1)N(N=N2)[C@H]2[C@@H]([C@@H]([C@H](O2)COCP(O)(O)=O)O)O)NCC2CC2 ((((2R,3S,4R,5R)-5-(5-chloro-7-((cyclopropylmethyl)amino)-3H-[1,2,3]triazolo[4,5-b]pyridin-3-yl)-3,4-dihydroxytetrahydro-furan-2-yl)methoxy)methyl)-phosphonic acid